N-(4-amino-2-methylphenyl)-4-(3-ethyl-4-methyl-5-oxo-4,5-dihydro-1H-1,2,4-triazol-1-yl)-5-fluoro-2-[pent-4-en-2-yloxy]benzamide NC1=CC(=C(C=C1)NC(C1=C(C=C(C(=C1)F)N1N=C(N(C1=O)C)CC)OC(C)CC=C)=O)C